cis-5-chloro-4-[[1-[tetrahydropyran-3-yl]ethyl]amino]-1H-pyridazin-6-one ClC1=C(C=NNC1=O)NC(C)C1COCCC1